[C@@H]1([C@@H](O)[C@H](O)[C@H](O)[C@@H](O1)C)OCCNC(CCCCC(=O)N)=O N6-{2-[(α-L-fucopyranosyl)oxy]ethyl}adipamide